(1R,5S)-8-thiocarbamoyl-3,8-diazabicyclo[3.2.1]octane-3-carboxylic acid tert-butyl ester C(C)(C)(C)OC(=O)N1C[C@H]2CC[C@@H](C1)N2C(N)=S